CC(C[Mg]Cl)(C)C 2,2-dimethylpropyl-magnesium chloride